C(C)(=O)C=1C=C2C(=NC1)SC(=C2C)C(=O)O 5-ACETYL-3-METHYLTHIENO[2,3-B]PYRIDINE-2-CARBOXYLIC ACID